The molecule is a cationic sphingoid that is the conjugate acid of 4-hydroxysphing-8-enine, obtained by protonation of the primary amino function; major species at pH 7.3. It is a conjugate base of a 4-hydroxy-8-sphingenine. CCCCCCCCC/C=C/CCC[C@H]([C@H]([C@H](CO)[NH3+])O)O